Tert-butyl 4-((tert-butoxycarbonyl)amino)-2,6-dichloronicotinate C(C)(C)(C)OC(=O)NC1=CC(=NC(=C1C(=O)OC(C)(C)C)Cl)Cl